FC1=C(NC)C=CC=C1 2-fluoro-N-methylaniline